NC1=NC=CC=C1C1=NC=2C(=NC(=CC2)Cl)N1C=1C=C2CC[C@@H](C2=CC1)NC(OC(C)(C)C)=O tert-butyl N-[(1S)-5-[2-(2-aminopyridin-3-yl)-5-chloroimidazo[4,5-b]pyridin-3-yl]-2,3-dihydro-1H-inden-1-yl]carbamate